OC1=CC=C(C=C1)N1CCN(CC1)S(=O)(=O)C1=CC=C(C=C1)NC(C1=C(C=CC=C1)N(S(=O)(=O)C)C)=O N-(4-((4-(4-hydroxyphenyl)piperazin-1-yl)sulfonyl)phenyl)-2-(N-methylmethylsulfonamido)benzamide